1-benzyloxy-3-bromo-2-iodo-benzene C(C1=CC=CC=C1)OC1=C(C(=CC=C1)Br)I